CCCCCCCCCCCCCCCCCCC(=O)OC[C@H](COP(=O)(O)OC[C@@H](C(=O)O)N)OC(=O)CCCCCCC/C=C\CCCCCCCCC 1-nonadecanoyl-2-(9Z-nonadecenoyl)-glycero-3-phosphoserine